3,4,6-trifluoro-5-hydroxyphthalic Acid FC1=C(C(C(=O)O)=C(C(=C1F)O)F)C(=O)O